N1=NC1C1=CC=C(C(=O)OCC)C=C1 Ethyl 4-(3H-diazirin-3-yl)benzoate